C(C)(=O)OCC=C(C)C (3-methyl)-2-butenyl acetate